O=C1NC(CCC1NC1=CC(=C(C(=C1)OC)C1CCN(CC1)CC(=O)O)F)=O 2-[4-[4-[(2,6-dioxo-3-piperidyl)amino]-2-fluoro-6-methoxy-phenyl]-1-piperidyl]acetic acid